The molecule is a 2-acyl-sn-glycero-3-phosphoethanolamine zwitterion obtained by transfer of a proton from the phosphate to the amino group of 2-[(9S,11R)-epidioxy-(15S)-hydroxy-(5Z,13E)-prostadienoyl]-sn-glycero-3-phosphoethanolamine; major species at pH 7.3. It is a tautomer of a 2-[(9S,11R)-epidioxy-(15S)-hydroxy-(5Z,13E)-prostadienoyl]-sn-glycero-3-phosphoethanolamine. CCCCC[C@@H](/C=C/[C@H]1[C@H]2C[C@@H]([C@@H]1C/C=C\\CCCC(=O)O[C@H](CO)COP(=O)([O-])OCC[NH3+])OO2)O